(S)- and (R)-4-(2-((2-oxo-1-phenyl-2-(6-(trifluoromethyl)-1H-indol-3-yl)ethyl)amino)ethyl)benzenesulfonamide O=C([C@H](C1=CC=CC=C1)NCCC1=CC=C(C=C1)S(=O)(=O)N)C1=CNC2=CC(=CC=C12)C(F)(F)F |r|